benzyl (2R,4S)-4-(3-bromobenzyl)pyrrolidine-2-carboxylate BrC=1C=C(C[C@H]2C[C@@H](NC2)C(=O)OCC2=CC=CC=C2)C=CC1